FC1=CCCNC1 5-fluoro-1,2,3,6-tetrahydropyridine